(1S,2r)-2-((S)-5-chloro-8-((4,5-dimethyl-4H-1,2,4-triazol-3-yl)methoxy)-1-((2-oxopyrrolidin-1-yl)methyl)-1,2,3,4-tetrahydroisoquinoline-2-carbonyl)-N-methylcyclohexane-1-carboxamide ClC1=C2CCN([C@@H](C2=C(C=C1)OCC1=NN=C(N1C)C)CN1C(CCC1)=O)C(=O)[C@H]1[C@H](CCCC1)C(=O)NC